[6-(5-cyclopropyl-4H-1,2,4-triazol-3-yl)-2-azaspiro[3.3]heptan-2-yl]-[2-(2,4-difluorophenyl)sulfonyl-2,6-diazaspiro[3.3]heptan-6-yl]methanone C1(CC1)C=1NC(=NN1)C1CC2(CN(C2)C(=O)N2CC3(CN(C3)S(=O)(=O)C3=C(C=C(C=C3)F)F)C2)C1